C(CCC)[Sn+](CCCC)CCCC tri-n-butyltin (IV)